ClC=1C(=NC(=NC1)NC1=NC=NC(=C1)OC)C1=CC=C2CN(C(C2=C1)=O)[C@@H](C(=O)N[C@H](CO)C1=CC(=CC(=C1)OC)F)C (2R)-2-(6-{5-chloro-2-[(6-methoxypyrimidin-4-yl)amino]pyrimidin-4-yl}-1-oxo-2,3-dihydro-1H-isoindol-2-yl)-N-[(1S)-1-(3-fluoro-5-methoxyphenyl)-2-hydroxyethyl]propionamide